tert-Butyl 4-[2-[5-[(3-methyloxetan-3-yl)methoxy]benzimidazol-1-yl]-8-quinolyl]-2,3-dihydropyrrole-1-carboxylate CC1(COC1)COC1=CC2=C(N(C=N2)C2=NC3=C(C=CC=C3C=C2)C=2CCN(C2)C(=O)OC(C)(C)C)C=C1